ClC1=C(C=C(C=C1)N1C2C(C3=NC(=CC=C31)C(=O)N3C(C(NCC3)=O)(C)C)(CCO2)C)F 4-(8-(4-chloro-3-fluorophenyl)-3a-methyl-3,3a,8,8a-tetrahydro-2H-furo[3',2':4,5]pyrrolo[3,2-b]pyridine-5-carbonyl)-3,3-dimethylpiperazin-2-one